tert-butyl 4-(3-(3-((5-ethyl-2-methoxyphenyl)sulfonamido)-4-methoxybenzo[d]isoxazol-6-yl)phenyl)piperazine-1-carboxylate C(C)C=1C=CC(=C(C1)S(=O)(=O)NC1=NOC2=C1C(=CC(=C2)C=2C=C(C=CC2)N2CCN(CC2)C(=O)OC(C)(C)C)OC)OC